(E)-4-(cycloheptyloxy)-4-oxobut-2-enoic acid C1(CCCCCC1)OC(/C=C/C(=O)O)=O